CN1N=CN(C1=O)C1=CC=C(C=C1)B1OC(C(O1)(C)C)(C)C 2-methyl-4-(4-(4,4,5,5-tetramethyl-1,3,2-dioxaborolan-2-yl)phenyl)-2,4-dihydro-3H-1,2,4-triazol-3-one